FC=1C=CC(=C(C1)C#CC=1C=CC(=NC1)C(=O)O)NS(=O)(=O)C=1C=CC=C2C=CC=NC12 5-{2-[5-fluoro-2-(quinoline-8-sulfonamido)phenyl]ethynyl}pyridine-2-carboxylic acid